C1(=CCCC1)C1=CC(=CC(=C1)OC)OC 1-(cyclopenten-1-yl)-3,5-dimethoxy-benzene